(4-sulfophenoxy)sodium S(=O)(=O)(O)C1=CC=C(O[Na])C=C1